ClC1=CC=C(S1)CNC1=CC(=NN1)C1CCOCC1 N-[(5-chlorothiophen-2-yl)methyl]-3-(oxan-4-yl)-1H-pyrazol-5-amine